ClC=1C=C(C2=C([C@@H](CO2)O)C1)S(=O)(=O)NC1=C(C(=C(C=C1)F)C=1C=C2C=NC(=NC2=CC1)NC1CCN(CC1)C)F (3S)-5-chloro-N-(2,4-difluoro-3-{2-[(1-methylpiperidin-4-yl)amino]quinazolin-6-yl}phenyl)-3-hydroxy-2,3-dihydro-1-benzofuran-7-sulfonamide